citric acid, tetrasodium salt [Na+].[Na+].[Na+].[Na+].C(CC(O)(C(=O)[O-])CC(=O)[O-])(=O)[O-]